methyl 2-((diethylamino) methyl)-5-nitrobenzoate C(C)N(CC)CC1=C(C(=O)OC)C=C(C=C1)[N+](=O)[O-]